N[C@@H](C(C)(C)C)C(=O)O t-leucin